OCCS(=O)(=O)C=1C=C(OC[C@H](CN[C@H]2COC3(C2)CCN(CC3)S(=O)(=O)C=3C=NC=C(C3)C=3C=NN(C3)C)O)C=CC1 (S)-1-(3-(2-hydroxyethylsulfonyl)phenoxy)-3-((R)-8-(5-(1-methyl-1H-pyrazol-4-yl)pyridin-3-ylsulfonyl)-1-oxa-8-azaspiro[4.5]decan-3-ylamino)propan-2-ol